(2-(4-(4-(3-(1-benzylpiperidin-4-yl)propionyl)phenyl)piperidin-1-yl)ethyl)-1H-indole-5-carbonitrile C(C1=CC=CC=C1)N1CCC(CC1)CCC(=O)C1=CC=C(C=C1)C1CCN(CC1)CCN1C=CC2=CC(=CC=C12)C#N